7-(7-(4-cyanophenyl)-5-{[(3R)-1-methylpiperidin-3-yl]methoxy}imidazo[1,2-c]pyrimidin-8-yl)-N,N-dimethyl-2,3-dihydro-1,4-benzodioxine-2-carboxamide C(#N)C1=CC=C(C=C1)C1=C(C=2N(C(=N1)OC[C@H]1CN(CCC1)C)C=CN2)C=2C=CC1=C(OC(CO1)C(=O)N(C)C)C2